ClC1=C(C=CC=C1)[C@@H]1[C@H](NC2=CC(=CC=3C(NN=C1C32)=O)F)C3CCOCC3 (11R,12R)-12-(2-chlorophenyl)-7-fluoro-11-(oxan-4-yl)-2,3,10-triazatricyclo[7.3.1.0^{5,13}]trideca-1,5(13),6,8-tetraen-4-one